(R)-1-(5-chloro-3-methoxypyridin-2-yl)-3-(isoquinolin-4-yl)-2-oxoimidazoline-4-carbonitrile ClC=1C=C(C(=NC1)N1C(N([C@H](C1)C#N)C1=CN=CC2=CC=CC=C12)=O)OC